C(C)(C)(C)OC(=O)N1CCC(CC1)(O)CCN1CC2=CC(=CC=C2CC1)NC1=NC=C2C(=N1)N(N=C2NC2=C(C=CC=C2C)C)C 4-(2-(7-((3-((2,6-dimethylphenyl)amino)-1-methyl-1H-pyrazolo[3,4-d]pyrimidin-6-yl)amino)-3,4-dihydroisoquinolin-2(1H)-yl)ethyl)-4-hydroxypiperidine-1-carboxylic acid tert-butyl ester